7-((6-methylpyridin-2-yl)amino)-5-azaspiro[2.4]heptane-5-carboxylic acid benzyl ester C(C1=CC=CC=C1)OC(=O)N1CC2(CC2)C(C1)NC1=NC(=CC=C1)C